(R)-N-(4-(1-(3-(difluoromethyl)-2-fluorophenyl)ethylamino)-2-methylpyrido[2,3-d]pyrimidin-6-yl)benzamide FC(C=1C(=C(C=CC1)[C@@H](C)NC=1C2=C(N=C(N1)C)N=CC(=C2)NC(C2=CC=CC=C2)=O)F)F